2-(cyclobutylmethyl)-5-(pyrazolo[1,5-a]pyridin-5-yl)-7H-pyrrolo[2,3-d]pyrimidine C1(CCC1)CC=1N=CC2=C(N1)NC=C2C2=CC=1N(C=C2)N=CC1